NC1(CC1)CC1=CC=C(C=C1)C=1C(=C(C=CC1)C1=C(C(=CC=C1)C1=CC=2N(C(C(=CN2)CNC[C@H]2NC(CC2)=O)=O)C=C1)Cl)Cl (S)-8-(4''-((1-aminocyclopropyl)methyl)-2,2'-dichloro-[1,1':3',1''-terphenyl]-3-yl)-3-((((5-oxopyrrolidin-2-yl)methyl)amino)methyl)-4H-pyrido[1,2-a]pyrimidin-4-one